bis[4-(4-amino-2-trifluoromethylphenoxy)phenyl]hexafluoropropane NC1=CC(=C(OC2=CC=C(C=C2)C(C(F)(F)F)(C(F)(F)F)C2=CC=C(C=C2)OC2=C(C=C(C=C2)N)C(F)(F)F)C=C1)C(F)(F)F